2-Amino-1-(4-methoxybenzyl)-1H-pyrrole-3-carboxamide NC=1N(C=CC1C(=O)N)CC1=CC=C(C=C1)OC